8-chloro-1,6-naphthyridin-3-amine ClC=1C=NC=C2C=C(C=NC12)N